2-(((ethoxycarbonyl)(isobutyl)amino)methyl)benzoic acid C(C)OC(=O)N(CC(C)C)CC1=C(C(=O)O)C=CC=C1